OC1=C(C=C(C=C1)C1(C(N(C2=CC=CC=C12)C1=CC=C(C=C1)OC)=O)C1=CC(=C(C=C1)O)C1=CC=CC=C1)C1=CC=CC=C1 3,3-bis(4-hydroxy-3-phenylphenyl)-1-(4-methoxyphenyl)-1H-indol-2-one